(S)-4-(4-acryloyl-3-(cyanomethyl)piperazin-1-yl)-N-(2-(dimethylamino)ethyl)-7-(naphthalen-1-yl)-5,6,7,8-tetrahydro-1,7-naphthyridine-2-carboxamide C(C=C)(=O)N1[C@H](CN(CC1)C1=CC(=NC=2CN(CCC12)C1=CC=CC2=CC=CC=C12)C(=O)NCCN(C)C)CC#N